FC(C=1N=CC=2N(C1)C(=CN2)C2=NC=CC(=N2)N2CC(CCC2)NC=O)(F)F N-(1-(2-(6-(Trifluoromethyl)imidazo[1,2-a]pyrazin-3-yl)pyrimidin-4-yl)piperidin-3-yl)formamide